1-azido-bicyclo[1.1.1]pentane N(=[N+]=[N-])C12CC(C1)C2